6-(6-methoxypyridin-3-yl)-5-methyl-2,3-diphenylpyrazolo[1,5-a]pyrimidin-7(4H)-one COC1=CC=C(C=N1)C1=C(NC=2N(C1=O)N=C(C2C2=CC=CC=C2)C2=CC=CC=C2)C